1-O-benzyl-2-N-butyryl-3-O-(2-(4-isobutylphenyl)-propionyl)-D-glucosamine C(C1=CC=CC=C1)OC1[C@H](NC(CCC)=O)[C@@H](OC(C(C)C2=CC=C(C=C2)CC(C)C)=O)[C@H](O)[C@H](O1)CO